S1C(=CC=C1)C1=CC=2C(=NSN2)C=C1 5-(thiophen-2-yl)benzo[c][1,2,5]thiadiazole